(S)-6-{{{1-[1-(difluoromethyl)cyclopropyl]-1H-1,2,3-triazol-4-yl}(2-methyl-1-oxo-1,2-dihydroisoquinolin-5-yl)methyl}amino}-4-(neopentylamino)pyrido[3,4-d]pyrimidine-8-carbonitrile FC(C1(CC1)N1N=NC(=C1)[C@H](C1=C2C=CN(C(C2=CC=C1)=O)C)NC1=CC2=C(N=CN=C2NCC(C)(C)C)C(=N1)C#N)F